IC=1C(NC(N(C1)C)=O)=O 5-iodo-1-methylpyrimidine-2,4(1H,3H)-dione